C12(CC3CC(CC(C1)C3)C2)N2C=[N+](C=C2)C23CC1CC(CC(C2)C1)C3 1,3-bis(adamantan-1-yl)imidazolium